[Mn].NC=1C2=C(C3=C(C(=C(N3N)C=C3C=CC(C=C4C=CC(=CC(C1)=N2)N4)=N3)C3=CC=CC=C3)N)N tetraaminophenyl-porphyrin manganese